2-((4-(6-((4-Chloro-2-fluorophenyl)methoxy-d2)pyridin-2-yl)piperidin-1-yl)methyl)-4-(ethoxy-1,1-d2)-1-methyl-1H-benzo[d]imidazole-6-carboxylic acid ClC1=CC(=C(C=C1)C(OC1=CC=CC(=N1)C1CCN(CC1)CC1=NC2=C(N1C)C=C(C=C2OC(C)([2H])[2H])C(=O)O)([2H])[2H])F